COC1=CC=C(C=C1)CN1C(C(CCC1=O)N1C(N(C2=C1C=CC=C2N2CCC(CC2)CCN2CCN(CC2)C(=O)OCC2=CC=CC=C2)C)=O)=O benzyl 4-[2-[1-[1-[1-[(4-methoxyphenyl)methyl]-2,6-dioxo-3-piperidyl]-3-methyl-2-oxo-benzimidazol-4-yl]-4-piperidyl]ethyl]piperazine-1-carboxylate